N1C=C(C=2C1=CN=CC2)C#N pyrrolo[2,3-c]pyridine-3-carbonitrile